NC1=C(C(=NN1C)C1=CC=C(C=C1)CNC(C1=C(C=CC=C1)OC)=O)C#N N-[[4-(5-Amino-4-cyano-1-methyl-pyrazol-3-yl)phenyl]methyl]-2-methoxy-benzamide